N-(5-chloro-6-(2H-1,2,3-triazol-2-yl)pyridin-3-yl)-1-(7-(3-hydroxyazetidin-1-yl)thieno[2,3-c]pyridin-4-yl)-5-(trifluoromethyl)-1H-pyrazole-4-carboxamide ClC=1C=C(C=NC1N1N=CC=N1)NC(=O)C=1C=NN(C1C(F)(F)F)C1=C2C(=C(N=C1)N1CC(C1)O)SC=C2